CC(CO)CCC(CC)C 2,5-dimethyl-1-heptanol